C(C)(C)NC=1C=CC=C2C=NNC12 7-(isopropylamino)-1H-indazole